COC1=C(C=C(C=C1)OC)[C@@H]1NCCCCC1 |r| (+/-)-2-(2,5-dimethoxyphenyl)azepane